5-(1-{[1-(Difluoromethyl)cyclopropyl]methyl}-1H-pyrazol-4-yl)-6-chinolin-7-ylpyridin-2-carbonitril FC(C1(CC1)CN1N=CC(=C1)C=1C=CC(=NC1C1=CC=C2C=CC=NC2=C1)C#N)F